2-amino-3-(5-(benzyloxy)-1H-indol-3-yl)propanoic acid NC(C(=O)O)CC1=CNC2=CC=C(C=C12)OCC1=CC=CC=C1